C(\C=C\C)(=O)OCC trans-2-ethyl butenoate